CNC1=C(C=CC=C1)C1=C(C=CC=C1)[Pd] (2'-methylamino-1,1'-biphenyl-2-yl)palladium